N,N-dimethyl-1-(2-phenyl-2H-pyrazolo[4,3-c]pyridin-6-yl)pyrrolidine-3-sulfonamide CN(S(=O)(=O)C1CN(CC1)C1=CC=2C(C=N1)=CN(N2)C2=CC=CC=C2)C